ClC=1C=C(OC2=NC=NC3=CC(=C(C=C23)OC)OC)C=CC1 4-(3-Chloro-phenoxy)-6,7-dimethoxy-quinazoline